C(#N)C1=CC=CC(=N1)CC(=O)N 2-(6-cyanopyridin-2-yl)Acetamide